C12(CCC(CC1)C2)CS(=O)(=O)[O-].C2(=CC=CC=C2)[S+](C2=CC=CC=C2)C2=CC=CC=C2 triphenylsulfonium bicyclo[2.2.1]heptane-1-methanesulfonate